1-methylcyclohexylboronic acid CC1(CCCCC1)B(O)O